monoaminoflavone NC1=C(OC2=CC=CC=C2C1=O)C1=CC=CC=C1